NC(C(=O)O)CC(C1=C(C=CC=C1)N[C@H]1O[C@@H]([C@H]([C@H]([C@H]1O)O)O)CO)=O 2-amino-4-oxo-4-(2-(((2S,3R,4R,5S,6R)-3,4,5-trihydroxy-6-(hydroxymethyl)tetrahydro-2H-pyran-2-yl)amino)phenyl)butanoic acid